C=C(C(=O)[O-])CC1=CC(=C(C(=C1)C(C)(C)C)O)C(C)(C)C methylene-3-(3',5'-dit-butyl-4'-hydroxyphenyl)propionate